C(#N)C1=NC2=CC(=CC(=C2N=C1N1CCC(CC1)(F)F)C(C)=N[S@](=O)C(C)(C)C)C (R)-N-(1-(2-cyano-3-(4,4-difluoropiperidin-1-yl)-7-methylquinoxalin-5-yl)ethylidene)-2-methylpropane-2-sulfinamide